BrC1=C(C=CC=C1)P(C1=CC(=CC=C1)OC)C1=CC(=CC=C1)OC (2-bromophenyl)-bis(3-methoxyphenyl)phosphine